2-chloro-1-(5-methoxy-1-((2-(trimethylsilyl)ethoxy)methyl)-1H-pyrrolo[2,3-b]pyridin-3-yl)ethan-1-one ClCC(=O)C1=CN(C2=NC=C(C=C21)OC)COCC[Si](C)(C)C